C(C)OC(=O)C=1C=NN(C1)[C@@H]1C[C@@H](C1)OC(F)(F)F 1-(cis-3-(trifluoromethoxy)cyclobutyl)-1H-pyrazole-4-carboxylic acid ethyl ester